C(C=C)C1CC[C@H](N1C([C@H](CC=C)NC(=O)OC(C)(C)C)=O)C(=O)OC methyl (2S)-5-allyl-1-((S)-2-((tert-butoxycarbonyl)amino)pent-4-enoyl)pyrrolidine-2-carboxylate